N-(5-bromothiazol-2-yl)cyclopropanecarboxamide trans-tert-butyl-3-(3-(2-(2,6-dioxopiperidin-3-yl)-1-oxoisoindolin-4-yl)propoxy)cyclobutane-1-carboxylate C(C)(C)(C)OC(=O)[C@@H]1C[C@H](C1)OCCCC1=C2CN(C(C2=CC=C1)=O)C1C(NC(CC1)=O)=O.BrC1=CN=C(S1)NC(=O)C1CC1